1-(4-cyclobutyl-3-(3,3-difluorocyclopentyl)-1-methyl-1H-pyrazol-5-yl)-3-(3,3-difluorocyclobutyl)urea C1(CCC1)C=1C(=NN(C1NC(=O)NC1CC(C1)(F)F)C)C1CC(CC1)(F)F